O=C1C2C(C2CCC1)C(=O)N 2-oxo-bicyclo[4.1.0]Heptane-7-carboxamide